3-{4-[4-(4-chlorophenyl)-4-cyanopiperidine-1-sulfonyl]phenyl}-1-(pyridin-3-ylmethyl)urea ClC1=CC=C(C=C1)C1(CCN(CC1)S(=O)(=O)C1=CC=C(C=C1)NC(NCC=1C=NC=CC1)=O)C#N